(S)-6-(3-(4-chlorophenyl)-1,2,4-oxadiazol-5-yl)-3-methoxy-2,2-dimethyl-3,4-dihydro-2H-pyrano[2,3-b]pyridine ClC1=CC=C(C=C1)C1=NOC(=N1)C=1C=C2C(=NC1)OC([C@H](C2)OC)(C)C